C(C)OC(=O)[C@H]1N(C[C@@H](CC1)NC=1N=NC(=C2C1C=NC=C2)C2=C(C=C(C=C2)C(F)(F)F)O)C (2s,5r)-5-({1-[2-hydroxy-4-(trifluoromethyl)phenyl]pyrido[3,4-d]pyridazin-4-yl}amino)-1-methylpiperidine-2-carboxylic acid ethyl ester